methyl rac-(4R)-4-[tert-butyl(dimethyl)silyl]oxy-1,2-dimethyl-pyrrolidine-2-carboxylate [Si](C)(C)(C(C)(C)C)O[C@@H]1CC(N(C1)C)(C(=O)OC)C |r|